C(CCC)OC1=C(C=C(C=C1)C1=NN=C(O1)C(=O)NO)OC 5-(4-Butoxy-3-methoxyphenyl)-N-hydroxy-1,3,4-oxadiazole-2-carboxamide